3-(3-(5-carbamoyl-2-chloro-3-nitrophenoxy)prop-1-yn-1-yl)azetidine-1-carboxylic acid tert-butyl ester C(C)(C)(C)OC(=O)N1CC(C1)C#CCOC1=C(C(=CC(=C1)C(N)=O)[N+](=O)[O-])Cl